(4-(1-hydroxyethyl)phenyl)silane OC(C)C1=CC=C(C=C1)[SiH3]